N-(3-fluoro-5-(methylsulfonyl)phenyl)-5-methyl-4-(3-methylpyridin-2-yl)thiophene-2-carboxamide ethyl-5,7-dihydroxythieno[3,2-b]pyridine-6-carboxylate C(C)OC(=O)C=1C(=C2C(=NC1O)C=CS2)O.FC=2C=C(C=C(C2)S(=O)(=O)C)NC(=O)C=2SC(=C(C2)C2=NC=CC=C2C)C